FC(C1(CC1)C1=NNC(=C1)C=1C(=C(C(=CC1)O)N1CC(NS1(=O)=O)=O)F)F 5-(3-(3-(1-(difluoromethyl)cyclopropyl)-1H-pyrazol-5-yl)-2-fluoro-6-hydroxyphenyl)-1,2,5-thiadiazolidin-3-one 1,1-dioxide